FC1=CC=C(C=C1)C#CC(C(F)(F)F)=O 4-(p-fluorophenyl)-1,1,1-trifluoro-3-butyn-2-one